C(C)OC(C)=O.CC(=O)C.CC(=O)C diacetone ethyl-acetate